(S)-2-(1,3-dimethyl-4-oxo-1,4-dihydro-5H-pyrazolo[3,4-d]pyridazin-5-yl)-N-(1-(2-fluoro-4-methoxyphenyl)ethyl)acetamide CN1N=C(C2=C1C=NN(C2=O)CC(=O)N[C@@H](C)C2=C(C=C(C=C2)OC)F)C